1,5-dimethyl-6-(methylsulfonyl)-3-phenyl-3,5-dihydroimidazo[4,5-c][1,2]Thiazin-4(1H)-one CN1SC(C(C2=C1N=C(N2C)S(=O)(=O)C)=O)C2=CC=CC=C2